CN1[C@@H](CNCC1)C (2R)-1,2-dimethylpiperazine